3-[3-methyl-5-[4-(methylamino)-1-piperidinyl]-2-oxo-benzimidazol-1-yl]piperidine-2,6-dione CN1C(N(C2=C1C=C(C=C2)N2CCC(CC2)NC)C2C(NC(CC2)=O)=O)=O